4-{3,4-bis(mercaptomethylthio)-6-mercapto-2,5-dithiahexylthio}-5-Mercaptomethylthio-1,3-dithiolane SCSC(SCSC1SCSC1SCS)C(SCS)SCS